C1(=CC=CC=C1)N1NC(=CC1C=1SC=C(C1)C)C=1OC=CC1 1-phenyl-3-(2-furyl)-5-(4-methylthiophenyl)-pyrazoline